FC=1C=C(C=NC1)[C@@H]1CC[C@H]2OC3(C(N21)=O)CCC(CC3)OC3=CC=CC=C3 (5'S,7a'R)-5'-(5-fluoropyridin-3-yl)-4-phenoxytetrahydro-3'H-spiro[cyclohexane-1,2'-pyrrolo[2,1-b]oxazol]-3'-one